ClC=1C=CC(=C(C1)C1=CC(=CN=N1)NC1=CC=NC2=CC(=CC=C12)OCCN1CCN(CC1)CCN(C)C)F N-[6-(5-chloro-2-fluorophenyl)pyridazin-4-yl]-7-[2-[4-[2-(dimethylamino)ethyl]piperazin-1-yl]ethoxy]quinolin-4-amine